N1=CC=C(C=C1)NC(=S)SCCC#N cyanomethylmethyl (4-pyridyl)carbamodithioate